N-[(1R,3s,5S)-1,5-Dimethyl-8-azabicyclo[3.2.1]octan-3-yl]-N-methyl-5-[6-(1H-pyrazol-4-yl)-1,2,4-triazin-3-yl][1,3]thiazolo[5,4-d][1,3]thiazol-2-amin Hydrochlorid Cl.C[C@]12CC(C[C@](CC1)(N2)C)N(C=2SC=1N=C(SC1N2)C=2N=NC(=CN2)C=2C=NNC2)C